C(C)(C)(C)OC(N[C@@H]1[C@@H]2[C@H]([C@H](OC1)CO[Si](C1=CC=CC=C1)(C1=CC=CC=C1)C(C)(C)C)OC(O2)(C)C)=O tert-butyl((3aR,4R,7S,7aR)-4-(((tert-butyldiphenylsilyl)oxy)methyl)-2,2-dimethyltetrahydro-4H-[1,3]dioxolo[4,5-c]pyran-7-yl)carbamate